1-(4-((2,6-Difluorophenyl)ethynyl)phenyl)-4-methylpiperazine FC1=C(C(=CC=C1)F)C#CC1=CC=C(C=C1)N1CCN(CC1)C